C(C(C)C)C1=CC=C(C=C1)CC(C=O)C 3-(4-isobutylphenyl)-2-methyl-propionaldehyde